COC1=CC=C(C(OC2=NC=CC=C2)CC2=CC=CC=C2)C=C1 (4-methoxy(Benzylbenzyl)oxy)pyridine